C(C)[C@@]1(OCC=2C=NC(=CC21)C(=O)N[C@H]2COC1=C(N(C2=O)C)C=CC=C1)C (1S)-1-ethyl-1-methyl-N-[(3S)-5-methyl-4-oxo-2,3-dihydro-1,5-benzoxazepine-3-yl]-3H-furo[3,4-c]Pyridine-6-carboxamide